NC1CCC(CC1)N1C(N(C=2C=NC(=CC21)NC2=C(C=C(C=C2)OC)C)C)=O 1-(4-Aminocyclohexyl)-6-((4-methoxy-2-methylphenyl)amino)-3-methyl-1,3-dihydro-2H-imidazo[4,5-c]pyridin-2-one